(2R,3R,4S,5S)-2-(4-Amino-7H-pyrrolo[2,3-d]pyrimidin-7-yl)-5-((((5-(4-methoxyphenyl)-3-methylisoxazol-4-yl)methyl)thio)methyl)tetrahydrofuran-3,4-diol NC=1C2=C(N=CN1)N(C=C2)[C@@H]2O[C@@H]([C@H]([C@H]2O)O)CSCC=2C(=NOC2C2=CC=C(C=C2)OC)C